O=C1NC(CCC1N1C(C2=CC=C(C=C2C1=O)N1CC(CC1)C(=O)NC)=O)=O 1-(2-(2,6-dioxopiperidin-3-yl)-1,3-dioxoisoindolin-5-yl)-N-methylpyrrolidine-3-carboxamide